(2Z,2'E)-2,2'-(1-(2-phenyloxazol-4-yl)ethane-1,2-diylidene)bis(N-methylhydrazine-1-carbothioamide) C1(=CC=CC=C1)C=1OC=C(N1)\C(\C=N\NC(NC)=S)=N\NC(NC)=S